C1(CCCC1)OC1=NC=CC=C1C=1C=C2CCC(SC2=CC1)CCC(=O)O 3-[6-(2-cyclopentyloxy-pyridin-3-yl)-thiochroman-2-yl]-propionic acid